NC1=C(C(C(=C(O1)CC(=O)OC)C(=O)OC)C1=CC(=CC=C1)[N+](=O)[O-])C#N methyl 6-amino-5-cyano-2-(2-methoxy-2-oxoethyl)-4-(3-nitrophenyl)-4H-pyran-3-carboxylate